(R)-6-chloro-3-((1-(2-cyano-3-(5-fluoroisoindolin-2-yl)-7-methylquinoxalin-5-yl)ethyl)amino)picolinic acid ClC1=CC=C(C(=N1)C(=O)O)N[C@H](C)C1=C2N=C(C(=NC2=CC(=C1)C)C#N)N1CC2=CC=C(C=C2C1)F